C(C)(C)(C)C1=C(C=CC(=C1)CC)O 2-tertiary butyl-p-ethyl-phenol